C12C=CC(C3C4C5C6C7C8C(C(C6C5C(C31)C4)C7)C7C=CC8C7)C2 1,4,4a,5,5a,5b,6,6a,7,10,10a,11,11a,11b,12,12a-hexadecahydro-1,4:5,12:6,11:7,10-tetramethanodibenzo[b,h]biphenylene